(2-(3-cyclopropylmethoxy-4-methoxyphenyl)-2-oxoethyl)-2-methylpyridin-4(1H)-one C1(CC1)COC=1C=C(C=CC1OC)C(CN1C(=CC(C=C1)=O)C)=O